C(C)OC(=O)C1=NN2C(C(N(CC2)CC2=CC=C(C=C2)OC)=O)=C1Br 3-bromo-5-(4-methoxybenzyl)-4-oxo-4,5,6,7-tetrahydropyrazolo[1,5-a]pyrazine-2-carboxylic acid ethyl ester